2,2'-bis(2-hydroxyethoxy)-6,6'-diphenyl-1,1'-binaphthalene OCCOC1=C(C2=CC=C(C=C2C=C1)C1=CC=CC=C1)C1=C(C=CC2=CC(=CC=C12)C1=CC=CC=C1)OCCO